FC1=NNC2=CC(=CC=C12)C=1N=C(C=2N(C1)C=NN2)NC2=CC(=C(C=C2)N2CCOCC2)OC 6-(3-Fluoro-1H-indazol-6-yl)-N-(3-methoxy-4-morpholinophenyl)-[1,2,4]triazolo[4,3-a]pyrazin-8-amine